N-(tert-butyl)-5-((4-(4-(trifluoromethyl)piperidin-1-yl)phenyl)amino)isoindoline-2-carboxamide C(C)(C)(C)NC(=O)N1CC2=CC=C(C=C2C1)NC1=CC=C(C=C1)N1CCC(CC1)C(F)(F)F